2-(1,3-dioxoisoindolin-2-yl)-N-(4-fluoro-3-methoxyphenylethyl)acetamide sulfur [S].O=C1N(C(C2=CC=CC=C12)=O)CC(=O)NCCC1=CC(=C(C=C1)F)OC